FC1=C(C(=O)N[C@@H](C(=O)N2CCC3(C(CN(C3)C)C3=CC=C(C=C3)F)CC2)C2=CC=CC=C2)C=C(C=C1)C(F)(F)F 2-fluoro-N-((1R)-2-(4-(4-fluorophenyl)-2-methyl-2,8-diazaspiro[4.5]decan-8-yl)-2-oxo-1-phenylethyl)-5-(trifluoromethyl)benzamide